4-amino-1-(2,3-dihydro-1-benzofuran-5-yl)-2-oxo-7-(trifluoromethyl)-1,2-dihydroquinoline NC1=CC(N(C2=CC(=CC=C12)C(F)(F)F)C=1C=CC2=C(CCO2)C1)=O